benzyl (R)-3-((tert-butoxycarbonyl)amino)-5-(((S)-1-((naphthalen-1-ylmethyl)amino)-1-oxopropan-2-yl)amino)-5-oxopentanoate C(C)(C)(C)OC(=O)N[C@@H](CC(=O)OCC1=CC=CC=C1)CC(=O)N[C@H](C(=O)NCC1=CC=CC2=CC=CC=C12)C